ClC=1C=C2C=CN(C2=C(C1)C1=C2C(=NC=C1)C=C(S2)CN2C(N(C=CC2=O)C[2H])=O)CC2(CCNCC2)C#N 4-((5-chloro-7-(2-((3-(deuteromethyl)-2,6-dioxo-3,6-dihydropyrimidin-1(2H)-yl)methyl)thieno[3,2-b]pyridin-7-yl)-1H-indol-1-yl)methyl)piperidine-4-carbonitrile